Cl.FC=1C=C(C=CC1F)[C@@H]1CN(C[C@H]1NC(=O)NC1=C2C(=NN1C1=CC=CC=C1)CCC2)C(C(=O)O)COC 2-((3R,4S)-3-(3,4-difluorophenyl)-4-(3-(2-phenyl-2,4,5,6-tetrahydrocyclopenta[c]pyrazol-3-yl)ureido)pyrrolidin-1-yl)-3-methoxypropanoic acid hydrochloride